1,1,1,2,2-pentafluoropropane FC(C(C)(F)F)(F)F